2-methylthio-N6-threonyl-carbamoyladenosine tert-butyl-4-(4-((2,6-dioxopiperidin-3-yl)amino)-2-(trifluoromethyl)phenyl)piperazine-1-carboxylate C(C)(C)(C)C1N(CCN(C1)C1=C(C=C(C=C1)NC1C(NC(CC1)=O)=O)C(F)(F)F)C(=O)OC[C@@H]1[C@H]([C@H]([C@@](O1)(N1C=NC=2C(NC([C@@H](N)[C@H](O)C)=O)=NC(=NC12)SC)C(N)=O)O)O